4-tert-butoxycarbonylpiperazin C(C)(C)(C)OC(=O)N1CCNCC1